ClC1=C(C#N)C(=CC(=N1)C)C=1SC(=CC1)C 2-chloro-6-methyl-4-(5-methylthiophen-2-yl)nicotinonitrile